C(CCCCCC(C(=O)N)CC1=CC(=C(C(=C1)C(C)(C)C)O)C(C)(C)C)C(C(=O)N)CC1=CC(=C(C(=C1)C(C)(C)C)O)C(C)(C)C (Hexan-1,6-diyl)bis[3-(3,5-di-tert-butyl-4-hydroxyphenyl)propionamide]